[N+](=O)([O-])C=1C=C(C=CC1)N1C(C=2C(C1=O)=CC=CC2)=O N-(3-nitrophenyl)phthalimide